FCOC(C(CC)(CC)NC(=O)C1=NC(=C(C=C1)N1CC(C1)OC)OCC1CC1)=O 2-{[6-(Cyclopropylmethoxy)-5-(3-methoxyazetidin-1-yl)pyridine-2-carbonyl]amino}-2-ethylbutyric acid fluoromethyl ester